C=CCCCCCCCCCCCCCCCCCCCCCCCCCCCCCCCCCCCCCCCC 1-dotetracontene